BrC1=NN(C2=CC(=CC=C12)F)C bromo-6-fluoro-1-methylindazole